2-cyclopropyl-N-(1,1-dimethyl-cyclooctane-5-yl)-4H-pyrrolo[2,3-d]thiazole-5-formamide C1(CC1)C=1SC2=C(N1)NC(=C2)C(=O)NC2CCCC(CCC2)(C)C